O=C1NC(CCC1N1C(N(C2=C1C=CC(=C2)C2CCN(CC2)CCCN(C(OC(C)(C)C)=O)C)C)=O)=O tert-butyl N-[3-[4-[1-(2,6-dioxo-3-piperidyl)-3-methyl-2-oxo-benzimidazol-5-yl]-1-piperidyl]propyl]-N-methyl-carbamate